(2-(tetrahydrofuran-2-yl)phenyl)ethan-1-ol O1C(CCC1)C1=C(C=CC=C1)C(C)O